(S)-3-(3-fluoro-4-(4-(oxetan-3-yl)piperazin-1-yl)phenyl)-5-((isoxazol-3-ylamino)methyl)oxazolidin-2-one FC=1C=C(C=CC1N1CCN(CC1)C1COC1)N1C(O[C@H](C1)CNC1=NOC=C1)=O